FC(C(=O)O)(F)F.FC1=CC(=C(C=C1)C(C)(C)NC(=O)[C@@H]1CN[C@@H](CO1)CO)OC (2S,5R)-N-(2-(4-fluoro-2-methoxyphenyl)propan-2-yl)-5-(hydroxymethyl)morpholine-2-carboxamide trifluoroacetate